CN(CC(=O)NCC)C 2-(dimethylamino)-N-ethylacetamide